(±)-1-(6-bromo-2-methylquinolin-4-yl)ethan-1-amine BrC=1C=C2C(=CC(=NC2=CC1)C)[C@@H](C)N |r|